benzyl (S)-6-(4-(methoxycarbonyl) phenyl)-2-oxo-7-azaspiro[3.5]nonane-7-carboxylate COC(=O)C1=CC=C(C=C1)[C@@H]1CC2(CC(C2)=O)CCN1C(=O)OCC1=CC=CC=C1